1,7,7-Trimethyl-bicyclo[2.2.1]heptan-2-one CC12C(CC(CC1)C2(C)C)=O